Cl.FC=1C=2N(C=C(C1)C=1N=C3N(C(N1)=O)C=C(C(=C3)C)N3CCNCC3)C=C(N2)C 2-(8-fluoro-2-methylimidazo[1,2-a]pyridin-6-yl)-8-methyl-7-(piperazin-1-yl)-4H-pyrido[1,2-a][1,3,5]triazin-4-one hydrochloride